N-(6-(3-chloro-1-methyl-1H-pyrazol-4-yl)-5-fluoropyridin-2-yl)-5-isopropyl-8-((2R,3S)-2-methyl-3-((methanesulfonyl)methyl)azabut-1-yl)isoquinolin-3-amine ClC1=NN(C=C1C1=C(C=CC(=N1)NC=1N=CC2=C(C=CC(=C2C1)C(C)C)N[C@@H]([C@H](C)CS(=O)(=O)C)C)F)C